(Z)-11-(non-2-en-1-yloxy)-11-oxoundecanoic acid C(\C=C/CCCCCC)OC(CCCCCCCCCC(=O)O)=O